C(#N)C1=CC=C(C=N1)C1=NC=CC(=N1)C(=O)N[C@H](CO)C 2-(6-cyanopyridin-3-yl)-N-[(2S)-1-hydroxypropan-2-yl]pyrimidine-4-carboxamide